4-((S)-4,4-difluoro-1-((S)-1-((1-(2-fluorobenzyl)-1H-imidazol-4-yl)amino)-1-oxopropan-2-yl)piperidin-3-yl)pyridine 1-oxide FC1([C@H](CN(CC1)[C@H](C(=O)NC=1N=CN(C1)CC1=C(C=CC=C1)F)C)C1=CC=[N+](C=C1)[O-])F